N[C@@H](CC1=CC(I)=C(C(I)=C1)OC1=CC(I)=C(C(I)=C1)O)C(=O)O (S)-thyroxine